FC(C=1C=C(C=C(C1)C(F)(F)F)P(C=1[C-](C=CC1)[C@@H](C)P(C(F)(F)F)C(F)(F)F)C1=CC(=CC(=C1)C(F)(F)F)C(F)(F)F)(F)F.[CH-]1C=CC=C1.[Fe+2] (R)-1-{(S)-2-[bis(3,5-di-trifluoromethylphenyl)phosphino]ferrocenyl}ethylbis(trifluoromethyl)phosphine